C(C)OC(=O)C1=NOC(=C1)C=1SC(=CC1)C 5-(5-methylthiophene-2-yl)isoxazole-3-carboxylic acid ethyl ester